ClC1=CC2=C(C(N3[C@@H](CO2)CN(CC3)C(=O)OC(C)(C)C)=O)C(=N1)N1CC(OCC1)(C)C tert-Butyl (R)-3-chloro-1-(2,2-dimethylmorpholino)-12-oxo-6a,7,9,10-tetrahydro-12H-pyrazino[2,1-c]pyrido[3,4-f][1,4]oxazepine-8(6H)-carboxylate